N-(5-(1-methyl-4-(((3S,5S)-5-methylpyrrolidin-3-yl)oxy)-1H-pyrazol-5-yl)pyrazolo[1,5-a]pyridin-2-yl)cyclopropanecarboxamide CN1N=CC(=C1C1=CC=2N(C=C1)N=C(C2)NC(=O)C2CC2)O[C@@H]2CN[C@H](C2)C